C(C)N(C(C1=C(C=CC(=C1)F)OC1=C(N=CN=N1)N1CC2(CN(C2)[C@@H](C(C)C)CCCN[C@H](CO)COC)CC1)=O)C(C)C N-ethyl-5-fluoro-2-((5-(2-((R)-6-(((R)-1-hydroxy-3-methoxyprop-2-yl)amino)-2-methylhex-3-yl)-2,6-diazaspiro[3.4]oct-6-yl)-1,2,4-triazin-6-yl)oxy)-N-isopropylbenzamide